(S)-quinuclidin-3-yl (5-(2,5-dichlorophenyl)-2,3-dihydro-1H-inden-1-yl)carbamat ClC1=C(C=C(C=C1)Cl)C=1C=C2CCC(C2=CC1)NC(O[C@@H]1CN2CCC1CC2)=O